F[C@H]1CC2=C(C=3CCCC3C(=C2C1)NC(=O)N=S(=O)(N)C=1C=NN2C1OC(C2)C)F N'-(((R)-2,8-difluoro-1,2,3,5,6,7-hexahydro-s-indacen-4-yl)carbamoyl)-2-methyl-2,3-dihydropyrazolo[5,1-b]oxazole-7-sulfonimidamide